CC(C)(C)OC(=O)N[C@@H](CO)C(=O)O N-(tert-butoxycarbonyl)-L-serine